C1(CC1)C1=NC(=CC=C1OC1CCCCC1)C=1N=NN(C1CO)C (1S,3S)-3-((2-cyclopropyl-6-(5-(hydroxymethyl)-1-methyl-1H-1,2,3-triazol-4-yl)pyridin-3-yl)oxy)cyclohexane